C(#N)[C@]1(CC12CC2)C=2C=C1C=C(N=CC1=CC2)NC(=O)C2C(C2)C2=NC=CC=C2 N-(6-((S)-1-cyanospiro[2.2]pentan-1-yl)isoquinolin-3-yl)-2-(pyridin-2-yl)cyclopropane-1-carboxamide